F[C@H]1CN(C[C@@H]1OC1=CC(=C(C=C1)N1CCNCC1)F)C(=O)OC(C)(C)C tert-butyl (3S,4S)-3-fluoro-4-(3-fluoro-4-(piperazin-1-yl)phenoxy)-pyrrolidine-1-carboxylate